5-amino-2-[10-(triethoxysilyl)decyl]-2H-tetrazole NC=1N=NN(N1)CCCCCCCCCC[Si](OCC)(OCC)OCC